tert-butyl (S)-(1-(3-(2-(1-methoxycyclopropyl)pyridin-4-yl)-1,2,4-oxadiazol-5-yl)ethyl)carbamate COC1(CC1)C1=NC=CC(=C1)C1=NOC(=N1)[C@H](C)NC(OC(C)(C)C)=O